4-(2-(methylsulfonyl)ethyl)morpholine CS(=O)(=O)CCN1CCOCC1